NCCC=1C=NC(=NC1)C1=C(C=C(C#N)C=C1)OC=1C=NN(C1C)CC(F)(F)F 4-[5-(2-aminoethyl)pyrimidin-2-yl]-3-[5-methyl-1-(2,2,2-trifluoroethyl)pyrazol-4-yl]oxybenzonitrile